ethyl 2-(3-chloro-5-methoxy-2-nitrophenyl)-3-oxobutanoate ClC=1C(=C(C=C(C1)OC)C(C(=O)OCC)C(C)=O)[N+](=O)[O-]